2-hexyloctan-1-amine C(CCCCC)C(CN)CCCCCC